PERMANGANAT [Mn](=O)(=O)(=O)[O-]